8-(3,4-dimethoxyphenyl)-1,4-dioxospiro[4.5]decan-7-ol COC=1C=C(C=CC1OC)C1C(CC2(C(CCC2=O)=O)CC1)O